2-fluoro-N'-((1,2,3,5,6,7-hexahydro-s-indacen-4-yl)carbamoyl)-4-((methylamino)methyl)benzenesulfonimidamide FC1=C(C=CC(=C1)CNC)S(=O)(N)=NC(NC1=C2CCCC2=CC=2CCCC12)=O